C(#N)C(C)(C)C1=CC(=NC=C1)C(=O)O 4-(1-cyano-1-methyl-ethyl)pyridine-2-carboxylic acid